CN(C)CC1CN2[C@@H]([C@@H]([C@@H]2CN(CC1)C(=O)NC1=CC=C(C=C1)OC)C1=CC=C(C=C1)C#CC1=CC=CC=C1)CO (8R,9R,10S)-3-[(dimethylamino)methyl]-10-(hydroxymethyl)-N-(4-methoxyphenyl)-9-[4-(2-phenylethynyl)phenyl]-1,6-diazabicyclo[6.2.0]decane-6-carboxamide